acridin-9(10H)-one C1=CC=CC=2NC3=CC=CC=C3C(C12)=O